OC=1C(=NC=CC1OC)C(=O)N[C@@H](C)C(=O)O[C@@H](C)[C@@H](C)C1=C(C=CC=C1)C(F)(F)F (2S,3S)-3-(2-(trifluoromethyl)phenyl)butan-2-yl (3-hydroxy-4-methoxypicolinoyl)-L-alaninate